C1(CCCCC1)COC=1C=C(C=CC1F)CCN 2-(3-(Cyclohexylmethoxy)-4-fluorophenyl)ethan-1-amine